N[C@H](C(=O)OC)C[C@H]1C(NC(C1)(C)C)=O methyl (2S)-2-amino-3-[(3R)-5,5-dimethyl-2-oxo pyrrolidin-3-yl]propanoate